(5'S,7a'R)-1-(2,4-difluorobenzene-1-carbonyl)-5'-(3-fluoro-phenyl)tetrahydro-3'H-spiro[piperidine-4,2'-pyrrolo[2,1-b]-[1,3]oxazol]-3'-one FC1=C(C=CC(=C1)F)C(=O)N1CCC2(C(N3[C@H](O2)CC[C@H]3C3=CC(=CC=C3)F)=O)CC1